8-(aminomethyl)-3-(3-(trifluoromethoxy)benzyl)quinolin NCC=1C=CC=C2C=C(C=NC12)CC1=CC(=CC=C1)OC(F)(F)F